ClC1=C(C=C(C=C1)F)C1C=2N(CC(N1)=O)C(=NC2NC(C2=CC(=CC(=C2)C(F)(F)F)F)=O)C#N N-(8-(2-chloro-5-fluorophenyl)-3-cyano-6-oxo-5,6,7,8-tetrahydroimidazo[1,5-a]pyrazin-1-yl)-3-fluoro-5-(trifluoromethyl)benzamide